[Si](C)(C)(C(C)(C)C)OCC(CCl)=O 1-((tert-butyldimethylsilyl)oxy)-3-chloropropan-2-one